8-(4-cyclopropylphenyl)-6-oxo-2H,3H,4H,6H-pyrimido[2,1-b][1,3]thiazine-7-carbonitrile C1(CC1)C1=CC=C(C=C1)C=1N=C2SCCCN2C(C1C#N)=O